FC1=C(C(=O)NC2=NC3=C(C=CC=C3C=C2)OC)C(=CC(=C1)N1CCN(CC1)C)F 2,6-difluoro-N-(8-methoxyquinolin-2-yl)-4-(4-methylpiperazin-1-yl)benzamide